N-(1,4-diamino-7-(2-chloro-5-fluorophenyl)-9-oxo-8,9-dihydro-7H-pyrrolo[3,4-f]phthalazin-6-yl)-3-fluoro-5-(trifluoromethyl)benzamide NC1=NN=C(C=2C=C(C3=C(C12)C(NC3C3=C(C=CC(=C3)F)Cl)=O)NC(C3=CC(=CC(=C3)C(F)(F)F)F)=O)N